1-(5-(4-chlorophenyl)-1-(2,4-dichlorophenyl)-4-methyl-1H-pyrazole-3-carbonyl)piperidine-3-carboxylic acid ClC1=CC=C(C=C1)C1=C(C(=NN1C1=C(C=C(C=C1)Cl)Cl)C(=O)N1CC(CCC1)C(=O)O)C